ethyl phenyl(2,4,6-trimethylbenzoyl)phenylphosphinate C1(=CC=CC=C1)C1=C(C=CC=C1)P(OCC)(=O)C(C1=C(C=C(C=C1C)C)C)=O